FC1(C2CC(CC12)N(C1=NC=C(C#N)C=C1)C)F 6-((6,6-difluorobicyclo[3.1.0]hex-3-yl)(methyl)amino)nicotinonitrile